8-(4-chloro-2-fluoro-phenyl)-2,3-dimethyl-6-[2-(1-methylpyrazol-4-yl)tetrahydropyran-4-yl]pyrido[3,4-d]pyrimidin-4-one ClC1=CC(=C(C=C1)C1=NC(=CC2=C1N=C(N(C2=O)C)C)C2CC(OCC2)C=2C=NN(C2)C)F